(s)-1-(2-(2-(3-fluoropyrrolidin-1-yl)-4-phenylpyridin-3-yl)-3,4,6,7-tetrahydro-5H-imidazo[4,5-c]pyridin-5-yl)-2-methylpropan-1-one F[C@@H]1CN(CC1)C1=NC=CC(=C1C1=NC2=C(CN(CC2)C(C(C)C)=O)N1)C1=CC=CC=C1